(S)-isopropyl (1-(3-(5-fluoro-2-methoxyphenyl)pyrazolo[1,5-a]pyrimidin-5-yl)pyrrolidin-3-yl)(methyl)carbamate FC=1C=CC(=C(C1)C=1C=NN2C1N=C(C=C2)N2C[C@H](CC2)N(C(OC(C)C)=O)C)OC